FC1=C(C=CC(=C1)OC(F)(F)F)C(C)=O 1-(2-fluoro-4-(trifluoromethoxy)phenyl)ethanone